The molecule is a D-tyrosine derivative that is D-tyrosine phosphorylated at the phenolic hydroxy group. It is an O(4)-phosphotyrosine, a D-tyrosine derivative, a D-alpha-amino acid and an aromatic amino acid. It is an enantiomer of an O(4)-phospho-L-tyrosine. C1=CC(=CC=C1C[C@H](C(=O)O)N)OP(=O)(O)O